N1CCC(CC1)OC=1C=CC(=C2C=CN=CC12)N1CC(NCC1)=O 4-(8-(piperidin-4-yloxy)isoquinolin-5-yl)piperazin-2-one